N-(benzo[d][1,3]dioxol-5-yl)-3-((2-methylindolin-1-yl)sulfonyl)benzamide O1COC2=C1C=CC(=C2)NC(C2=CC(=CC=C2)S(=O)(=O)N2C(CC1=CC=CC=C21)C)=O